CC=1C(=NC2=CC=CC=C2C1)C=1C=C2CN(C(C2=CC1)=O)C1CNCCC1 3-[5-(3-methylquinolin-2-yl)-1-oxo-2,3-dihydro-1H-isoindol-2-yl]piperidine